1-((1-(4-(1-(tetrahydro-2H-pyran-2-yl)-1H-pyrazol-4-yl)phenyl)piperidin-4-yl)methyl)pyrrolidine-2,5-dione O1C(CCCC1)N1N=CC(=C1)C1=CC=C(C=C1)N1CCC(CC1)CN1C(CCC1=O)=O